2-bromocyclopentadecyl-1,2-propanediol BrC1C(CCCCCCCCCCCCC1)C(C(C)O)O